OCCN1CN(CN(C1)CCO)CCO 1,3,5-Tris-(2-hydroxyethyl)-hexahydro-1,3,5-triazin